8-bromothieno[2,3,4,5-lmn][3,8]phenanthroline-1,3,5,7(2H,6H)-tetraone BrC=1C=C2C(NC(C3=C2C2=C(C(NC(C12)=O)=O)S3)=O)=O